2-chloro-3-hydrazinylpyrazine ClC1=NC=CN=C1NN